2-(3,5-Dichloro-4-((2-(3,5-difluorobenzyl)-1-oxo-1,2,3,4-tetrahydroisoquinoline-6-yl)oxy)phenyl)-1,2,4-triazine-3,5(2H,4H)-dione ClC=1C=C(C=C(C1OC=1C=C2CCN(C(C2=CC1)=O)CC1=CC(=CC(=C1)F)F)Cl)N1N=CC(NC1=O)=O